C(C)(C)(C)C1=CC=C(C=C1)N1C(=C(C(C=C1)=O)O)C 1-(4-(tert-butyl)phenyl)-3-hydroxy-2-methylpyridin-4(1H)-one